1-p-menthene C1(=CCC(CC1)C(C)C)C